1,5-dichloronaphthalene ClC1=CC=CC2=C(C=CC=C12)Cl